FC1CN(CC=C(C1)C1=C(C(=CC=2CCOC21)NC2=NC(=CC(=N2)C)NC)F)C(=O)OC(C)(C)C tert-butyl 3-fluoro-5-[6-fluoro-5-[[4-methyl-6-(methylamino)pyrimidin-2-yl]amino]-2,3-dihydrobenzofuran-7-yl]-2,3,4,7-tetrahydroazepine-1-carboxylate